chloro-5-((2-(2-((3-cyclobutyl-6-fluoro-1H-indazol-5-yl)amino)ethyl)-2-azaspiro[3.3]heptan-6-yl)oxy)-2-methylisoquinolin-1(2H)-one ClC=1N(C(C2=CC=CC(=C2C1)OC1CC2(CN(C2)CCNC=2C=C3C(=NNC3=CC2F)C2CCC2)C1)=O)C